C(C1=CC=CC=C1)OC(=O)NCCCC[C@H](OC(CC(CCCNC(CNC(CNCC(=O)O)=O)=O)CC(=O)O)=O)C1=CC=CC=C1 (S)-l-1-(4-{[(benzyloxy)carbonyl]amino}butyl)-l-5-(carboxymethyl)-3,10,13-trioxo-1-phenyl-2-oxa-9,12,15-triazaheptadecan-17-oic acid